6-(naphtho[1,2-b]furan-2-yl)imidazo[1,2-b][1,2,4]triazine O1C2=C(C=C1C=1N=C3N(N=CC=N3)C1)C=CC1=CC=CC=C12